3-(isopropylamino)propan-1,2-diol C(C)(C)NCC(CO)O